[N].C(C)O 1-ethanol nitrogen